2-(cyclopropylmethoxy)pyridin C1(CC1)COC1=NC=CC=C1